C1(CCC1)N1C(=NC2=C1C=C(C=C2)C(CC)=O)C(C(=O)N)C(C)(C)C (1-Cyclobutyl-6-propionyl-1H-benzo[d]imidazol-2-yl)-3,3-dimethylbutanamide